4-bromo-6-chloro-2-((S)-2-hydroxy-2-((R)-pyrrolidin-2-yl)ethoxy)pyridin-3-ol BrC1=C(C(=NC(=C1)Cl)OC[C@H]([C@@H]1NCCC1)O)O